1-(N'-methyl-N-diazepanyl)-3,4-dimethylenehex-5-ene CN1N(CCCCC1)CCC(C(C=C)=C)=C